C(CC)(=O)C1=CC=C(OCCCCC(=O)NC2=C(C(=O)NC3=CC=C(C(=O)O)C=C3)C=CC=C2)C=C1 4-(2-(5-(4-propionylphenoxy)pentanoylamino)benzoylamino)benzoic acid